C(C)(C)(C)OC(=O)N1CC(C1)OC=1C=NC(=CC1)C(NC1CC1)=O.C1(=NC=CC2=C1NC1=CC=CC=C21)[C@@H](CCC)NC(C)=O (R)-N-(1-(9H-pyrido[3,4-b]indol-1-yl)butyl)acetamide Tert-butyl-3-((6-(cyclopropylcarbamoyl)pyridin-3-yl)oxy)azetidine-1-carboxylate